(S)-2-(6-chloro-8-(trifluoromethoxy)imidazo[1,2-a]pyridin-2-yl)-N-(3-cyclopropyl-1H-pyrazol-5-yl)propanamide ClC=1C=C(C=2N(C1)C=C(N2)[C@@H](C(=O)NC2=CC(=NN2)C2CC2)C)OC(F)(F)F